CC=1SC(=C2C1CCC(C2)N(C(OC(C)(C)C)=O)C)C tert-butyl N-(1,3-dimethyl-4,5,6,7-tetrahydro-2-benzothiophen-5-yl)-N-methyl-carbamate